1-(2-methoxyethyl)-2,3,4,5-tetramethylcyclopenta-1,3-diene COCCC1=C(C(=C(C1C)C)C)C